CC=1CCC(C(C1)C=1C(=C(C(=CC1O)CCCCC)S(=O)(=O)C1COC1)O)C(=C)C 5'-methyl-3-(oxetan-3-ylsulfonyl)-4-pentyl-2'-(prop-1-en-2-yl)-1',2',3',4'-tetrahydro-[1,1'-biphenyl]-2,6-diol